4-bromo-2-fluoro-6-hydroxypyrazolo[1,5-a]pyridine-3-carbonitrile BrC=1C=2N(C=C(C1)O)N=C(C2C#N)F